1-(bromomethyl)-2-fluoro-3-methoxy-benzene BrCC1=C(C(=CC=C1)OC)F